C(C)(C)(C)OC(=O)N1CC=2N(CC1)N=CC2C2=CN(C1=C2N=C(N=C1C1=CC=NC=C1)N1CCOCC1)C(=O)OC(C)(C)C tert-butyl 7-(5-(tert-butoxycarbonyl)-4,5,6,7-tetrahydropyrazolo[1,5-a]pyrazin-3-yl)-2-morpholino-4-(pyridin-4-yl)-5H-pyrrolo[3,2-d]pyrimidine-5-carboxylate